C(C#CC)(=O)N1CC2(C1)CN(CC2)C2=C(C#N)C(=CN=C2)C2=C1C=NNC1=CC=C2C 3-(2-(but-2-ynoyl)-2,6-diazaspiro[3.4]octan-6-yl)-5-(5-methyl-1H-indazol-4-yl)isonicotinonitrile